N,N-dimethyl-thiobenzamide CN(C(C1=CC=CC=C1)=S)C